2-(methyl-(propyl)amino)-1-ethanol CN(CCO)CCC